(2S)-2-[(tert-butoxycarbonyl)amino]-4-carbamoylbutanoic acid C(C)(C)(C)OC(=O)N[C@H](C(=O)O)CCC(N)=O